2-(4-formylcyclohexyl)-5-(1-hydroxy-1-methyl-ethyl)-1,3-benzothiazole C(=O)C1CCC(CC1)C=1SC2=C(N1)C=C(C=C2)C(C)(C)O